bis(4-diethylamino-2-ethoxyphenyl)4-azaphthalide C(C)N(C1=CC(=C(C=C1)C1(OC(=O)C2=CC=CN=C12)C1=C(C=C(C=C1)N(CC)CC)OCC)OCC)CC